oxathiainetriol O1SC(=C(C(=C1)O)O)O